BrC=1C=CC(=NC1)OC1=CC=C(C=C1)C(F)(F)F 5-bromo-(4-trifluoromethyl-phenoxy)pyridine